N-n-decyl-maleimide C(CCCCCCCCC)N1C(C=CC1=O)=O